2-{[6-bromo-4-(3-cyanophenyl)quinolin-2-yl]oxy}acetic acid BrC=1C=C2C(=CC(=NC2=CC1)OCC(=O)O)C1=CC(=CC=C1)C#N